(2S,4R)-1-((R)-2-(2-naphthoylamino)-3-cyclohexylpropionyl)-4-(piperidin-1-yl)pyrrolidine-2-carboxylic acid C1=C(C=CC2=CC=CC=C12)C(=O)N[C@@H](C(=O)N1[C@@H](C[C@H](C1)N1CCCCC1)C(=O)O)CC1CCCCC1